ClC1=CC(=C(C=C1)N1N=NC(=C1CN1N=CC(=CC1=O)N1CC(C1)OCC)C)F 2-((1-(4-chloro-2-fluorophenyl)-4-methyl-1H-1,2,3-triazol-5-yl)methyl)-5-(3-ethoxyazetidin-1-yl)pyridazin-3(2H)-one